2-{7-[4-(4-methoxyphenoxy)phenyl]-2,4-dioxo-2H-pyrido[2,3-e][1,3]oxazin-3(4H)-yl}acetic acid COC1=CC=C(OC2=CC=C(C=C2)C2=CC3=C(C(N(C(O3)=O)CC(=O)O)=O)N=C2)C=C1